(R)-1-methyl-4-((1-(3-nitro-5-(trifluoromethyl)phenyl)ethyl)amino)phthalazin-6-ol CC1=NN=C(C2=CC(=CC=C12)O)N[C@H](C)C1=CC(=CC(=C1)C(F)(F)F)[N+](=O)[O-]